N-[2-(3-hydroxy-3-methylbutyl)-6-(2-hydroxyprop-2-yl)-2H-indazol-5-yl]-6-(trifluoromethyl)pyridine-2-carboxamide OC(CCN1N=C2C=C(C(=CC2=C1)NC(=O)C1=NC(=CC=C1)C(F)(F)F)C(C)(C)O)(C)C